4-(3-Chloroanilino)-2'-{(2R)-3-[(7-hydroxy-6,7-dihydro-5H-cyclopenta[b]pyridin-4-yl)oxy]-2-methylpropyl}-2',3'-dihydrospiro[cyclohexane-1,1'-indene]-4-carboxylic acid ClC=1C=C(NC2(CCC3(C(CC4=CC=CC=C34)C[C@H](COC3=C4C(=NC=C3)C(CC4)O)C)CC2)C(=O)O)C=CC1